[Si](C1=CC=CC=C1)(C1=CC=CC=C1)(C(C)(C)C)OCC[C@H]1[C@H](CCCC1)OC1=C(C=CC(=C1)C)S(=O)(=O)CCC(=O)OC[C@@H](CCCC)CC |o1:20,21,&1:43| (RS)-2-Ethylhexyl 3-((2-(((1S*,2S*)-2-(2-((tert-butyldiphenylsilyl)oxy)ethyl)cyclohexyl)oxy)-4-methylphenyl)sulfonyl)propanoate